5-benzo[1,3]dioxol-5-ylmethylene-thiazolidine-2,4-dione O1COC2=C1C=CC(=C2)C=C2C(NC(S2)=O)=O